C(C)(C)(C)OC(=O)N1CC(C(C2=CC=CC=C12)N1C(N(C2=NC(=NC=C2C1)SC)C)=O)(F)F 3,3-difluoro-4-(1-methyl-7-methylsulfanyl-2-oxo-4H-pyrimido[4,5-d]pyrimidin-3-yl)-2,4-dihydroquinoline-1-carboxylic acid tert-butyl ester